C(C)(C)(C)OC1=NC=CC(=C1)C=1C=C2CCC(C(C2=CC1F)NC([O-])=O)(C)C 6-(2-(tert-butoxy)pyridin-4-yl)-(7-fluoro-2,2-dimethyl-1,2,3,4-tetrahydronaphthalen-1-yl)carbamate